[6-(difluoromethyl)pyrimidin-4-yl]hydrazine FC(C1=CC(=NC=N1)NN)F